4-(2-Hydroxypropyl)-1-oxo-6-(5-(trifluoromethyl)-1H-pyrazol-4-yl)isoquinolin OC(CC1=CNC(C2=CC=C(C=C12)C=1C=NNC1C(F)(F)F)=O)C